C1(CC1)N1C=C(C(C2=CC(=C(C(=C12)OCC)N1C[C@H]2NCCC[C@H]2C1)F)=O)C(=O)O 1-cyclopropyl-8-ethoxy-6-fluoro-1,4-dihydro-7-[(4aS,7aS)-octahydro-6H-pyrrolo[3,4-B]pyridin-6-yl]-4-oxo-3-quinolinecarboxylic acid